N-methyl-N'-((5-(1-methyl-1H-pyrazol-4-yl)pyridin-2-yl)methyl)cyclopropanecarbohydrazide CN(NCC1=NC=C(C=C1)C=1C=NN(C1)C)C(=O)C1CC1